C(C1=CC=CC=C1)OC(=O)N1CC=2N=C(N=C(C2C1)N1CC2CCC(C1)N2C(=O)OC(C)(C)C)Cl 4-(8-(tert-butoxycarbonyl)-3,8-diazabicyclo[3.2.1]oct-3-yl)-2-chloro-5,7-dihydro-6H-pyrrolo[3,4-d]pyrimidine-6-carboxylic acid benzyl ester